bis-[2-(p-cumylbenzylsulfonyloxy)phenyl]urea C(C)(C)(C1=CC=CC=C1)C1=CC=C(CS(=O)(=O)OC2=C(C=CC=C2)NC(NC2=C(C=CC=C2)OS(=O)(=O)CC2=CC=C(C=C2)C(C)(C)C2=CC=CC=C2)=O)C=C1